CC1=CC=NC(=C1)C(F)(F)F 4-methyl-6-(trifluoromethyl)pyridine